ethyl 1-(3-(tert-butoxy)-3-oxoprop-1-en-2-yl)-5-(tetrahydro-2H-pyran-4-yl)-1H-indole-2-carboxylate C(C)(C)(C)OC(C(=C)N1C(=CC2=CC(=CC=C12)C1CCOCC1)C(=O)OCC)=O